N-(trans-3-methoxycyclobutyl)-5-(4-methoxyquinazolin-6-yl)pyrrolo[2,1-f][1,2,4]triazin-2-amine CO[C@@H]1C[C@H](C1)NC1=NN2C(C=N1)=C(C=C2)C=2C=C1C(=NC=NC1=CC2)OC